ClC1=CC=C2C(N=CN(C2=C1)C1=CC=C(C=C1)C)=S 7-chloro-4-thioxo-1-(p-tolyl)-1,4-dihydroquinazolin